9-(4-((1-(3-fluoropropyl)azetidin-3-yl)methyl)phenyl)-8-(trans-3-methylcyclohexyl)-6,7-dihydro-5H-benzo[7]annulene-3-carboxylic acid hydrochloride Cl.FCCCN1CC(C1)CC1=CC=C(C=C1)C1=C(CCCC2=C1C=CC(=C2)C(=O)O)[C@@H]2C[C@H](CCC2)C